COC1=C(C=C(C=C1)C(F)(F)F)N1C(N(C(C1)C#N)C1=CN=CC2=CC=C(C=C12)S(=O)(=O)C)=O 1-(2-methoxy-5-(trifluoromethyl)phenyl)-3-(6-(methylsulfonyl)isoquinolin-4-yl)-2-oxoimidazolidine-4-carbonitrile